COC(=O)C1=C(NC(=C(C1C1=CSC2=C1C=NC=C2)C(C)=O)C)C 5-acetyl-2,6-dimethyl-4-(thieno[3,2-c]pyridin-3-yl)-1,4-dihydropyridine-3-carboxylic acid methyl ester